ClC1=C(C=C(C=C1F)CCC(=O)N(C1=C(C(=NN1)C1=CC=NC=C1)C)C(CCC1=CC(=C(C(=C1)F)Cl)F)=O)F 3-(4-Chloro-3,5-difluorophenyl)-N-(3-(4-chloro-3,5-difluorophenyl)propanoyl)-N-(4-methyl-3-(pyridin-4-yl)-1H-pyrazol-5-yl)propanamide